FC=1C=NC=C(C1)F (E)-3,5-difluoropyridine